ClC=1C=C(C=NC1N1N=CC=N1)NC(=O)[C@@H]1C[C@](C2=C1C=NC=1N2N=C(C1)F)(C)C=1C=NN(C1)C(C)C (6R,8R)-N-(5-chloro-6-(2H-1,2,3-triazol-2-yl)pyridin-3-yl)-2-fluoro-8-(1-isopropyl-1H-pyrazol-4-yl)-8-methyl-7,8-dihydro-6H-cyclopenta[e]pyrazolo[1,5-a]pyrimidine-6-carboxamide